CN(CCN(C=O)CC=1C=C2N=CC=NC2=CC1)C N-(2-(dimethylamino)ethyl)-N-(quinoxalin-6-ylmethyl)formamide